FC1=C(CN2[C@@H](CCC2=O)CC(=O)N[C@@H]([C@H](OC)C)C(=O)OCCC#N)C=CC=C1F 2-Cyanoethyl N-(2-((S)-1-(2,3-difluorobenzyl)-5-oxopyrrolidin-2-yl)acetyl)-O-methyl-L-threoninate